benzo[e][1,3]dioxanone O1C(OCC2=C1C=CC=C2)=O